NC1CC(CC(C1)(C)CNCC1(CC(CC(C1)(C)C)N)C)(C)C 3-[[(5-amino-1,3,3-trimethylcyclohexyl)methylamino]methyl]-3,5,5-trimethylcyclohexanamine